5-(5-fluoropyridin-2-yl)-1,2,4-oxadiazole FC=1C=CC(=NC1)C1=NC=NO1